C(#N)C1=C(C=C(OC2C(C(C2(C)C)NC(C2=CC=CC=C2)=O)(C)C)C=C1)OC N-[(1R,3R)-3-(4-cyano-3-methoxyphenoxy)-2,2,4,4-tetramethylcyclobutyl]benzamide